C(C=C)OC(=O)N1CCC(CC1)N1C[C@@H](N(C[C@@H]1CC1=CC=C(C=C1)Cl)C(=O)OC(C)(C)C)C tert-butyl (2S,5S)-4-(1-((allyloxy)carbonyl)piperidin-4-yl)-5-(4-chlorobenzyl)-2-methylpiperazine-1-carboxylate